C(C)C=1C(=CC=C2C=C(C=C(C12)C1=C(C=2N=C(N=C(C2C=N1)N1CC2CCC(C1)N2C(=O)OC(C)(C)C)OC2CCOCC2)F)OCOC)F tert-butyl 3-[7-[8-ethyl-7-fluoro-3-(methoxymethoxy)-1-naphthyl]-8-fluoro-2-tetrahydropyran-4-yloxy-pyrido[4,3-d]pyrimidin-4-yl]-3,8-diazabicyclo[3.2.1]octane-8-carboxylate